NC=1CN(C2=CC=CC=C2C1N)C(C)C 3,4-diamino-N-isopropyl-quinoline